(R)-6-(2-(3-(benzo[b]thiophen-3-yl)phenyl)-2-hydroxyacetyl)-2-(1-(3-chlorophenyl)cyclopropyl)-3,5,6,7,8,9-hexahydro-4H-pyrimido[5,4-c]azepin-4-one S1C2=C(C(=C1)C=1C=C(C=CC1)[C@H](C(=O)N1CC3=C(CCC1)N=C(NC3=O)C3(CC3)C3=CC(=CC=C3)Cl)O)C=CC=C2